2-(2,6-Dimethyl-4-(4-((2-(trifluoromethyl)pyrimidin-5-yl)methyl)piperazin-1-yl)methylphenoxy)-2-methylpropanoic acid CC1=C(OC(C(=O)O)(C)C)C(=CC(=C1)CN1CCN(CC1)CC=1C=NC(=NC1)C(F)(F)F)C